N-acryl-N-propylammonium laurate C(CCCCCCCCCCC)(=O)[O-].C(=O)(C=C)[NH2+]CCC